(2-amino-5-cyclopropylphenyl)-N-methylsulphonamide NC1=C(C=C(C=C1)C1CC1)S(=O)(=O)NC